C(CCC(C)C)[AlH]CCCC(C)C Diisohexylaluminium hydrid